C1(CC1)C(=O)NC1=CC(=C(N=N1)C(=O)NC([2H])([2H])[2H])NC1=C2N(CC=3N(C2=C(C=C1)F)N=C(N3)C)C 6-(cyclopropanecarboxamido)-4-((9-fluoro-2,5-dimethyl-4,5-dihydro-[1,2,4]triazolo[1,5-a]quinoxalin-6-yl)amino)-N-(methyl-d3)pyridazine-3-carboxamide